ClC1=NC=CC(=C1)C(C)(C)NC[C@@H](C(F)(F)F)N (S)-N1-(2-(2-chloropyridin-4-yl)propan-2-yl)-3,3,3-trifluoropropane-1,2-diamine